2-allyl-2-(1,3-dimethylpyrazolo[3,4-c]pyridin-5-yl)cyclohexanone C(C=C)C1(C(CCCC1)=O)C=1C=C2C(=CN1)N(N=C2C)C